2-(acrylamido)ethylphosphonic acid C(C=C)(=O)NCCP(O)(O)=O